8,11,13,14,16-pentaazatetracyclo-[8.6.0.02,7.011,15]Hexadec-1(10),2,4,6,8,12,14-heptaene C1=2C3=CC=CC=C3N=CC2N2C=NN=C2N1